3-Methyl-7-(4-((methyl(3-(methylsulfonyl)propyl)amino)methyl)phenyl)-1-phenyl-3,6-dihydroimidazo[4,5-d]pyrrolo[2,3-b]pyridin-2(1H)-on CN1C(N(C2=C3C(=NC=C21)NC(=C3)C3=CC=C(C=C3)CN(CCCS(=O)(=O)C)C)C3=CC=CC=C3)=O